1-((tert-Butoxycarbonyl)amino)cyclopropane-1-carboxylic acid C(C)(C)(C)OC(=O)NC1(CC1)C(=O)O